tert-butyl (2-((5-((6-bromobenzo[d]thiazol-2-yl)amino)pentyl)oxy)-4-(4-methylthiazol-5-yl)benzyl)carbamate BrC1=CC2=C(N=C(S2)NCCCCCOC2=C(CNC(OC(C)(C)C)=O)C=CC(=C2)C2=C(N=CS2)C)C=C1